C1CCC2=C(C=3CCCC3C=C12)N(C(=O)N=S(NC(OC(C)(C)C)=O)(=O)C1=CN=C(S1)C(C)(C)O)C tert-butyl N-([[(1,2,3,5,6,7-hexahydro-s-indacen-4-yl) (methyl)carbamoyl]imino][2-(2-hydroxypropan-2-yl)-1,3-thiazol-5-yl]oxo-λ6-sulfanyl)carbamate